C\C=C\C=CC trans-2,4-hexadiene